C(CCCCCCCCCCC)[Si](OCCOC)(OCCOC)OCCOC dodecyl-tris-(2-methoxyethoxy)silane